Cl.NC[C@@]1(C(NC(N1)=O)=O)C1CC1 (5R)-5-(aminomethyl)-5-cyclopropylimidazolidine-2,4-dione hydrogen chloride